N1(N=CN=C1)S(=O)(=O)C1=CC=C(C(=O)NCC#C)C=C1 4-((1H-1,2,4-Triazol-1-yl)sulfonyl)-N-(prop-2-yn-1-yl)benzamide